O[C@H]1[C@H](O[C@@]2([C@@H]([C@H]1N1N=NC(=C1)C1=CC(=C(C(=C1)F)F)F)OC(C(=O)O)C)OCCCC2)CO 2-(((2R,3R,4S,5R,6S)-3-hydroxy-2-(hydroxymethyl)-4-(4-(3,4,5-trifluorophenyl)-1H-1,2,3-triazol-1-yl)-1,7-dioxaspiro[5.5]undecane-5-yl)oxy)propanoic acid